CO[Si](CCCNCCNCCC[Si](OC)(OC)OC)(OC)OC bis[3-(trimethoxysilyl)propyl]ethylenediamine